N-(dibenzo-[b,d]-furan-4-ylmethyl)-2-(2,4,5-trimethoxyphenyl)-ethan-1-amine C1=CC=C(C=2OC3=C(C21)C=CC=C3)CNCCC3=C(C=C(C(=C3)OC)OC)OC